COC1=CCCCC1 1-methoxycyclohexene